ClC1=C(C=CC(=C1)Cl)CN1CCC2(CC1)C(NC1=CC=C(C=C12)C(=O)NC)=O [(2,4-dichlorophenyl)methyl]-N-methyl-2-oxo-spiro[indoline-3,4'-piperidine]-5-carboxamide